4-((8-fluoro-2,4,5-trimethyl-4,5-dihydro-[1,2,4]triazolo[1,5-a]quinoxalin-6-yl)amino)-N-(methyl-d3)pyridazine-3-carboxamide FC1=CC(=C2N(C(C=3N(C2=C1)N=C(N3)C)C)C)NC3=C(N=NC=C3)C(=O)NC([2H])([2H])[2H]